dimethylphosphine oxide hydrochloride Salt Cl.CP(C)=O